3-phenylphenyl propanoate C(CC)(=O)OC1=CC(=CC=C1)C1=CC=CC=C1